FC(F)(F)S(=O)([O-])C(F)(F)F bistrifluoromethyl-sulfinate